C(N)(=N)SC(CCCCCC)CCCCCCCC pentadecan-7-yl carbamimidothioate